tert-butyl 7-[7-({4-[2-(azetidin-1-yl)acetamido]-3-methylphenyl}amino)-1,2,3,4-tetrahydro-2,6-naphthyridin-2-yl]-8-chloro-1H,2H,3H-pyrido[2,3-b][1,4]oxazine-1-carboxylate N1(CCC1)CC(=O)NC1=C(C=C(C=C1)NC1=NC=C2CCN(CC2=C1)C1=C(C2=C(OCCN2C(=O)OC(C)(C)C)N=C1)Cl)C